BrC1=C(C2=C(OCCO2)C(=C1Br)C(=O)O)[N+](=O)[O-] 6,7-Dibromo-5-nitro-2,3-dihydro-1,4-benzodioxine-8-carboxylic acid